5-(3-fluorophenyl)-7-methylpyrazolo[1,5-a]Pyrimidine-3-carboxylic acid FC=1C=C(C=CC1)C1=NC=2N(C(=C1)C)N=CC2C(=O)O